NC1=CC(=C2N3CCC[C@H]3CCCCCC(C3=NN=C(C1=N2)O3)(O)C(F)(F)F)C3=CC=NC=C3 (12R)-20-Amino-18-(pyridin-4-yl)-6-(trifluoromethyl)-22-oxa-3,4,16,21-tetraazatetracyclo[15.3.1.12,5.012,16]docosa-1(21),2,4,17,19-pentaen-6-ol